5-fluoro-2-(piperidin-1-yl)-N-((5-(thien-2-yl)-1H-pyrazol-3-yl)methyl)benzamide FC=1C=CC(=C(C(=O)NCC2=NNC(=C2)C=2SC=CC2)C1)N1CCCCC1